N-(4-bromobenzo[d]thiazol-2-yl)piperidine-3-carboxamide hydrochloride Cl.BrC1=CC=CC2=C1N=C(S2)NC(=O)C2CNCCC2